tris(oxalic acid) iridium (III) [Ir+3].C(C(=O)O)(=O)O.C(C(=O)O)(=O)O.C(C(=O)O)(=O)O